Propan-2-yl 2-[(3S)-4-cyano-N-methyl-3-{[3-(1-methyl-1H-pyrazol-4-yl)phenyl]formamido}butanamido]-4-methyl-1,3-thiazole-5-carboxylate C(#N)C[C@@H](CC(=O)N(C)C=1SC(=C(N1)C)C(=O)OC(C)C)NC(=O)C1=CC(=CC=C1)C=1C=NN(C1)C